FC=1C=C(C=CC1OC1=CC=NC2=CC(=CN=C12)OC)NC(=O)C=1C(C(=C2COCCN2C1)C1=CC=C(C=C1)F)=O N-[3-fluoro-4-[(7-methoxy-1,5-naphthyridin-4-yl)oxy]phenyl]-9-(4-fluorophenyl)-8-oxo-3,4-dihydro-1H-pyrido[2,1-c][1,4]oxazine-7-carboxamide